(E)-9,12-Tetradecadienal C(CCCCCCC\C=C\CC=CC)=O